C(C)(C)(C)OC(=O)N(CC(=O)O)CCCCC N-(tert-Butoxycarbonyl)-N-pentylglycine